(2Z)-undec-2-en C\C=C/CCCCCCCC